C(CC)N(CCN[Si](C)(C)C(C)(C)C)CCC [2-(dipropylamino)ethyl](t-butyldimethylsilyl)amine